FC1(CCC(CC1)C1=NC=C2N1CCNC2)F 3-(4,4-difluorocyclohexyl)-5,6,7,8-tetrahydroimidazo[1,5-a]pyrazine